CC1(SCC(N1)C(=O)O)C 2,2-dimethylthiazolidine-4-carboxylic acid